N[C@@H](C)C=1N(C(C2=C(C=CC=C2C1)C#CC=1C=NN2C1OCC2)=O)C2=CC=CC=C2 (S)-3-(1-aminoethyl)-8-((2,3-dihydropyrazolo[5,1-b]Oxazol-7-yl)ethynyl)-2-phenylisoquinolin-1(2H)-one